CC1=CC=C(C=C1)S(=O)(=O)O.C(CCC)N1CN(C2=C1C=CC=C2)CCCC 1,3-dibutyl-benzimidazole p-toluenesulfonate